1-(4-{1-[4-(8-methoxyquinolin-7-yl)-phenyl]-ethyl}-piperidin-1-yl)-propan-1-one tert-butyl-(S)-(1-(hydroxyamino)-1-imino-5-methylhexan-3-yl)carbamate C(C)(C)(C)N(C(O)=O)[C@H](CC(=N)NO)CC(C)C.COC=1C(=CC=C2C=CC=NC12)C1=CC=C(C=C1)C(C)C1CCN(CC1)C(CC)=O